NCCOC=1C=C(C=CC1)C=1C(=C2C(=NC(=NN2C1)C=1N(C=CN1)C)NC1CC(C1)OC)C1=CC=CC=C1 6-(3-(2-aminoethoxy)phenyl)-N-((1r,3r)-3-methoxycyclobutyl)-2-(1-methyl-1H-imidazol-2-yl)-5-phenylpyrrolo[2,1-f][1,2,4]triazin-4-amine